hydroxy(methyl)acrylic acid OC=C(C(=O)O)C